C(=O)(OC(C)(C)C)[N] N-Boc-nitrogen